7-(diethylamino)-4-(hydroxymethyl)coumarin C(C)N(C1=CC=C2C(=CC(OC2=C1)=O)CO)CC